2-[2-[2-(3,4-Difluoro-2-methoxy-phenoxy)-5-fluoro-4-(trifluoromethyl)phenyl]-4-oxo-1H-1,6-naphthyridin-5-yl]acetamide tert-Butyl-((1-amino-7-methoxyisoquinolin-6-yl)methyl)carbamate C(C)(C)(C)N(C(O)=O)CC=1C=C2C=CN=C(C2=CC1OC)N.FC=1C(=C(OC2=C(C=C(C(=C2)C(F)(F)F)F)C=2NC3=CC=NC(=C3C(C2)=O)CC(=O)N)C=CC1F)OC